C1(CC1)N1N=CC(=C1)C1=C(C=C2C(=NC(=NC2=C1)C)N[C@H](C)C1=C(C(=CC=C1)C(F)F)F)OC (R)-7-(1-cyclopropyl-1H-pyrazol-4-yl)-N-(1-(3-(difluoromethyl)-2-fluorophenyl)ethyl)-6-methoxy-2-methyl-quinazolin-4-amine